N-methyl-N-((S)-1-(((S)-1-methylazepin-2-yl)sulfonyl)pyrrolidine-3-carbonyl)-L-valine methyl ester COC([C@@H](N(C(=O)[C@@H]1CN(CC1)S(=O)(=O)C=1N(C=CC=CC1)C)C)C(C)C)=O